N-[3-(3-chloro-4-cyano-phenoxy)-2,2,4,4-tetramethyl-cyclobutyl]-2-[methyl(3-piperazin-1-ylpropyl)amino]pyrimidine-5-carboxamide ClC=1C=C(OC2C(C(C2(C)C)NC(=O)C=2C=NC(=NC2)N(CCCN2CCNCC2)C)(C)C)C=CC1C#N